O1C[C@H](CC1)N (3S)-tetrahydro-3-furanamine